aminopropyl-N,N-dimethyl-ammonium bromide [Br-].NCCC[NH+](C)C